3-(2-chloro-3-phenylanilino)-6-chloroisothiazolo[4,5-b]pyridine ClC1=C(NC2=NSC=3C2=NC=C(C3)Cl)C=CC=C1C1=CC=CC=C1